C1C(C(C2=CC=CC=C21)O)Br Bromoindanol